BrCCC(C1=CC=CC=C1)O (2-bromoethyl)benzyl alcohol